C1(=CC=C(C=C1)CS)CS 1,4-Benzendimethanthiol